6-(2-(3-Trifluoromethoxyphenyl)-5,6-dihydro-4H-pyrrolo[1,2-b]pyrazol-3-yl)quinoxaline FC(OC=1C=C(C=CC1)C=1C(=C2N(N1)CCC2)C=2C=C1N=CC=NC1=CC2)(F)F